NC1=C(C(=NC=2N1N=C(C2CCC)C)NCCC2=NN(C=C2)C2COCC2CO)C#N (+)-7-amino-5-((2-(1-(4-(hydroxymethyl)tetrahydrofuran-3-yl)-1H-pyrazol-3-yl)ethyl)amino)-2-methyl-3-propylpyrazolo[1,5-a]pyrimidine-6-carbonitrile